OC1=C2C(=C(N=N1)C)C=NC(=C2)C2CCC(CC2)C(=O)OC methyl (1R,4R)-4-(1-hydroxy-4-methylpyrido[3,4-d]pyridazin-7-yl)cyclohexane-1-carboxylate